6-[6-cyclopropyl-5-oxo-7-(trifluoromethyl)imidazo[1,2-c]pyrimidin-2-yl]-5-(ethanesulfonyl)pyridine-3-carbaldehyde C1(CC1)N1C(N2C(C=C1C(F)(F)F)=NC(=C2)C2=C(C=C(C=N2)C=O)S(=O)(=O)CC)=O